COC1=CC=C(C=C1)C1=NC=2N(C(=C1)C(F)(F)F)N=CC2C(=O)N2CCCC2 [5-(4-methoxyphenyl)-7-(trifluoromethyl)pyrazolo[1,5-a]pyrimidin-3-yl](tetrahydro-1H-pyrrol-1-yl)methanone